C1=CC(=CC=2C3=CC=CC=C3NC12)N1C2=CC=CC=C2OC=2C=CC=CC12 10-(9H-carbazol-3-yl)-10H-phenoxazine